C(C[C@@H](C(=O)[O-])NC(=O)CC[NH3+])C[NH+]=C(N)N The molecule is a peptide cation that is the conjugate acid of beta-alanyl-L-arginine, arising from the deprotonation of the carboxy group and protonation of both the primary amino and guanidino groups; major species at pH 7.3. It is a conjugate acid of a beta-alanyl-L-arginine.